(S)-4-tert-butyl-5,5-dimethyloxazolidinone C(C)(C)(C)[C@@H]1NC(OC1(C)C)=O